5,3',4'-Trihydroxy-7-methoxy-Isoflavon OC1=C2C(C(=COC2=CC(=C1)OC)C1=CC(=C(C=C1)O)O)=O